C12CCC(NC1=O)C(N2)=O 5,7-diazabicyclo[2.2.2]octane-6,8-dione